ClC=1C=C(C=CC1Cl)NC(=O)N1CC2=CC=C(C=C2CC1)C=1C(=NC=CC1)F N-(3,4-dichlorophenyl)-6-(2-fluoropyridin-3-yl)-3,4-dihydroisoquinoline-2(1H)-carboxamide